3-(N,N-BIS[2-hydroxyethyl]amino)-2-hydroxypropanesulfonic acid C(CO)N(CCO)CC(CS(=O)(=O)O)O